P(=O)(OCCBr)(OCCCCCCCCC)O 2-bromoethyl nonyl hydrogen phosphate